1-(3-chloro-4-iodopyridin-2-yl)-1H-pyrrole-3-carboxylic acid ClC=1C(=NC=CC1I)N1C=C(C=C1)C(=O)O